(S)-5-(5-Chloro-2-(3-(morpholinomethyl)-1,2,3,4-tetrahydroisoquinoline-2-carbonyl)phenyl)-N-(2-cyanobenzyl)-N-(1H-indazol-5-yl)-1,2-dimethyl-1H-pyrrole-3-carboxamide ClC=1C=CC(=C(C1)C1=CC(=C(N1C)C)C(=O)N(C=1C=C2C=NNC2=CC1)CC1=C(C=CC=C1)C#N)C(=O)N1CC2=CC=CC=C2C[C@H]1CN1CCOCC1